Methyl 5-bromo-2-(tetrahydrofuran-3-yl)benzoate BrC=1C=CC(=C(C(=O)OC)C1)C1COCC1